(cis)-4-(4-bromo-2-oxo-2,3-dihydro-1H-1,3-benzodiazol-1-yl)-N-(4-fluorophenyl)cyclohexane-1-carboxamide BrC1=CC=CC=2N(C(NC21)=O)[C@H]2CC[C@H](CC2)C(=O)NC2=CC=C(C=C2)F